O1[N-][NH+]=CC1=O sydnone